1-(4-Bromo-5-chloro-2-fluoro-phenyl)-4-(2-fluoro-5-methoxy-4-nitro-phenyl)piperazine BrC1=CC(=C(C=C1Cl)N1CCN(CC1)C1=C(C=C(C(=C1)OC)[N+](=O)[O-])F)F